2-(o-chlorophenyl)-4,5-di(2-naphthyl)-imidazole ClC1=C(C=CC=C1)C=1NC(=C(N1)C1=CC2=CC=CC=C2C=C1)C1=CC2=CC=CC=C2C=C1